5-bromo-2-(cyclopropylamino)-4-fluoro-benzoic acid BrC=1C(=CC(=C(C(=O)O)C1)NC1CC1)F